[Cl-].CN1C=[N+](C=C1)C(CCCCCCCCCCCCCCCCCC)CCCCC(CCCCCCCCCCCCCC)CCCCCCCCCCCCCC 1-Methyl-3-(24-Tetradecyloctatriacontan-19-yl)-1H-imidazol-3-ium Chlorid